BrC1=C(C2=C(N=C(N=C2)NC2=NC=C(C=C2)N2CCCC2)N(C1=O)C1CCCC1)C 6-Bromo-8-cyclopentyl-5-methyl-2-(5-pyrrolidin-1-yl-pyridin-2-ylamino)-8H-pyrido[2,3-d]pyrimidin-7-one